CC=1C(NC(N([C@H]2[C@H](OC)[C@H](O)[C@@H](CO)O2)C1)=O)=O 5-methyl-2'-O-methyl-uridine